(1R,3S,4R)-N-((R)-1-cyano-2-((S)-2-oxopyrrolidin-3-yl)ethyl)-5,5-difluoro-2-(9-hydroxy-9H-fluorene-9-carbonyl)-2-azabicyclo[2.2.2]octane-3-carboxamide C(#N)[C@@H](C[C@H]1C(NCC1)=O)NC(=O)[C@H]1N([C@H]2CC([C@@H]1CC2)(F)F)C(=O)C2(C1=CC=CC=C1C=1C=CC=CC21)O